C(C)(C)(C)OC(=O)N1C(C2=C(C=CC(=C2C1)[Sn](C)(C)C)Cl)=O 7-chloro-1-oxo-4-(trimethylstannyl)isoindoline-2-carboxylic acid tert-butyl ester